((1-(2-(tert-butyl)benzyl)-1H-1,2,3-triazol-4-yl)methyl)cinnamamide C(C)(C)(C)C1=C(CN2N=NC(=C2)CC(C(=O)N)=CC2=CC=CC=C2)C=CC=C1